NCCCC=CCCC=CCCC(=O)OCCCC butyl 12-aminododeca-4,8-dienoate